C1(=CC=CC=C1)S(=O)(=O)NC(C1=CC(=C(C=C1)C)OCC1=C(C=CC=C1C)C)=O N-(benzenesulfonyl)-3-((2,6-dimethylbenzyl)oxy)-4-methylbenzamide